ClC1=NN2C(N=CC3=C2[C@@](CN3C(=O)NC=3C=NC(=C(C3)Cl)[C@@H]3OCCCC3)(C(F)(F)F)C)=C1 (R)-2-chloro-N-(5-chloro-6-((R)-tetrahydro-2H-pyran-2-yl)pyridin-3-yl)-8-methyl-8-(trifluoromethyl)-7,8-dihydro-6H-pyrazolo[1,5-a]pyrrolo[2,3-e]pyrimidine-6-carboxamide